5-[5-[(E)-(3-Benzyl-4-oxo-2-sulfanylidene-1,3-thiazolidin-5-ylidene)methyl]furan-2-yl]-2-chlorobenzoic acid C(C1=CC=CC=C1)N1C(S\C(\C1=O)=C\C1=CC=C(O1)C=1C=CC(=C(C(=O)O)C1)Cl)=S